ClC1=C(C=C(C=C1)C=1NC(C=2N(C1)N=C(C2C2CC2)C(=O)N[C@H](C(C)(C)O)C2=CC=C(C=C2)F)=O)C 6-(4-Chloro-3-methylphenyl)-3-cyclopropyl-N-[(1S)-1-(4-fluorophenyl)-2-hydroxy-2-methylpropyl]-4-oxo-4,5-dihydropyrazolo[1,5-a]pyrazine-2-carboxamide